2,2'-methylenebis-(6-t-butyl-p-cresol) C(C1=CC(=CC(=C1O)C(C)(C)C)C)C1=CC(=CC(=C1O)C(C)(C)C)C